3-(4-(1H-pyrazol-4-yl)phenyl)-1-(3-(3-fluoroazetidin-1-carbonyl)benzyl)-8-oxa-1,3-diazaspiro[4.5]decan-2-one N1N=CC(=C1)C1=CC=C(C=C1)N1C(N(C2(C1)CCOCC2)CC2=CC(=CC=C2)C(=O)N2CC(C2)F)=O